Methyl-2-ethyl-4-fluorobenzoate COC(C1=C(C=C(C=C1)F)CC)=O